C(C1=CC=CC=C1)OC1=NC(=CC=C1C=1C=CC(=NC1)C=1CCN(CC1)C(=O)OC(C)(C)C)OCC1=CC=CC=C1 tert-butyl 5-[2,6-bis(benzyloxy)pyridin-3-yl]-3',6'-dihydro-2'H-[2,4'-bipyridine]-1'-carboxylate